C(=O)C1=C(C(=O)N)C=CC=C1O 2-FORMYL-3-HYDROXYBENZAMIDE